ClC=1N=C2C(=NC1)N(C=C2C2=NC(=CC(=N2)NC2C(C1CCC2CC1)C(=O)OC)C1=COC=C1)C(C1=CC=CC=C1)(C1=CC=CC=C1)C1=CC=CC=C1 (+/-)-trans-methyl 3-((2-(2-chloro-5-trityl-5H-pyrrolo[2,3-b]pyrazin-7-yl)-6-(furan-3-yl) pyrimidin-4-yl)amino)bicyclo[2.2.2]octane-2-carboxylate